zirconium tri(ethyl acetoacetate) mono-n-butoxide [O-]CCCC.C(C)CC(CC(=O)[O-])=O.C(C)CC(CC(=O)[O-])=O.C(C)CC(CC(=O)[O-])=O.[Zr+4]